COC1=C2C3[C@H](C(OC2=CC(=C1)C(C)(CCCCCC)C)(C)C)CCC(=C3)CO [(6Ar)-1-methoxy-6,6-dimethyl-3-(2-methyloctan-2-yl)-6a,7,8,10a-tetrahydrobenzo[c]chromen-9-yl]methanol